C[C@H](CO)COC1=CC=CC=C1 (R)-2-Methyl-3-phenoxypropan-1-ol